methyl 2-[(6-chloro-3-morpholinosulfonyl-4-quinolyl)amino]-5-isopropyl-benzoate ClC=1C=C2C(=C(C=NC2=CC1)S(=O)(=O)N1CCOCC1)NC1=C(C(=O)OC)C=C(C=C1)C(C)C